(5-(2-chloro-4-(methoxymethoxy)-6-(4,4,5,5-tetramethyl-1,3,2-dioxaborolan-2-yl)phenyl)pent-1-yn-1-yl)trimethylsilane ClC1=C(C(=CC(=C1)OCOC)B1OC(C(O1)(C)C)(C)C)CCCC#C[Si](C)(C)C